ethyl β,3-bis(trifluoromethyl)benzenepropanoate FC(C(CC(=O)OCC)C1=CC(=CC=C1)C(F)(F)F)(F)F